4-[(4R)-azepan-4-yl]oxy-6-(1-methylpyrazol-4-yl)-3-(trifluoromethyl)pyrazolo[1,5-a]pyrazine N1CC[C@@H](CCC1)OC=1C=2N(C=C(N1)C=1C=NN(C1)C)N=CC2C(F)(F)F